tert-Butyl 9-(3-(7-chlorobenzo[d]thiazol-6-yl)-5-methyl-4-oxo-1-(tetrahydro-2H-pyran-2-yl)-4,5-dihydro-1H-pyrazolo[3,4-d]pyrimidin-6-yl)-3,9-diazabicyclo[3.3.1]nonane-3-carboxylate ClC1=C(C=CC=2N=CSC21)C2=NN(C=1N=C(N(C(C12)=O)C)N1C2CN(CC1CCC2)C(=O)OC(C)(C)C)C2OCCCC2